C(C)(C)(C)OC(=O)N[C@H](C(=O)O)CC1=CC(=CC=C1)SC (S)-2-(tert-butyloxycarbonylamino)-3-(3-methylthiophenyl)propionic acid